tert-butyl (1r,4r)-4-{[5-(5-oxo-4,5-dihydro-1,3,4-oxadiazol-2-yl)-2-(trifluoromethyl)anilino]methyl}cyclohexane-1-carboxylate O=C1NN=C(O1)C=1C=CC(=C(NCC2CCC(CC2)C(=O)OC(C)(C)C)C1)C(F)(F)F